tertiary butyl-sulfonyl isocyanate C(C)(C)(C)S(=O)(=O)N=C=O